cyanobithiophene C(#N)C1=C(SC=C1)C=1SC=CC1